ClC1=C(C=CC(=C1)OC1=CC=C(C=C1)Cl)C(CN1N=CN=C1)(CC)O 2-[2-chloro-4-(4-chloro-phenoxy)phenyl]-1-(1H-1,2,4-triazol-1-yl)butan-2-ol